BrC=1C=C(\C=N/[S@](=O)C(C)(C)C)C=C(C1)C(F)(F)F (R,Z)-N-(3-Bromo-5-(trifluoromethyl)benzylidene)-2-methylpropane-2-sulfinamide